(S,E)-5-(diethylamino)-3-((3-(3-(2-(4-(dimethylamino)-N-methylbut-2-enamido)propanamido)propoxy)phenyl)amino)-6-ethylpyrazine-2-carboxamide C(C)N(C=1N=C(C(=NC1CC)C(=O)N)NC1=CC(=CC=C1)OCCCNC([C@H](C)N(C(\C=C\CN(C)C)=O)C)=O)CC